2-morpholinylpyridine N1(CCOCC1)C1=NC=CC=C1